NC1=NN2C(C=C(C=C2)C=2C=C(C(=NC2)C)C(=O)NCC2=NC=CC=C2OCC2CCCC2)=N1 5-{2-amino-[1,2,4]triazolo[1,5-a]pyridin-7-yl}-N-{[3-(cyclopentylmethoxy)pyridin-2-yl]methyl}-2-methylpyridine-3-carboxamide